ClC=1C(=C(C=CC1F)N(C(=O)[C@H]1N(C(N(C1)CCN1CCN(CC1)CCO)=O)C1=NC(=CC(=C1)C(F)(F)F)C)C)F (S)-N-(3-Chloro-2,4-difluorophenyl)-1-(2-(4-(2-hydroxyethyl)piperazin-1-yl)ethyl)-N-methyl-3-(6-methyl-4-(trifluoromethyl)pyridin-2-yl)-2-oxoimidazolidine-4-carboxamide